CNC1=CC=C(C=C1)N=NC1=CC=CC=C1 p-methylaminoazobenzene